CC(CCC(CC(=O)[O-])C(=C)C)O The molecule is a hydroxy monocarboxylic acid anion that is the conjugate base of 6-hydroxy-3-isopropenylheptanoic acid, arising from deprotonation of the carboxy group. Product of the hydrolysis of 4-isopropenyl-7-methyloxepan-2-one. It is a hydroxy fatty acid anion and a branched-chain fatty acid anion. It is a conjugate base of a 6-hydroxy-3-isopropenylheptanoic acid.